N-dodecyl-2,7-dibromocarbazole C(CCCCCCCCCCC)N1C2=CC(=CC=C2C=2C=CC(=CC12)Br)Br